1,3-propylene glycol adipate C(CCCCC(=O)O)(=O)O.C(CCO)O